FC1=C(C=CC(=C1)F)CC(=O)C1=CC=C(C(C(Cl)Cl)=C1)O 5-(2,4-Difluorophenyl)acetylsalicylyl chloride